[Si](C)(C)(C(C)(C)C)O[C@@H](CN1C[C@@H]2[C@](C1)(C[C@H](C2)OC2=CC=CC=C2)O)C2=CC1=C(NC(COC1)=O)C(=C2)F 7-((R)-1-((tert-butyldimethylsilyl)oxy)-2-((3aS,5S,6aR)-3a-hydroxy-5-phenoxyhexahydrocyclopenta[c]pyrrol-2(1H)-yl)ethyl)-9-fluoro-1,5-dihydrobenzo[e][1,4]oxazepin-2(3H)-one